3-(dibenzylamino)-2-methyloxetane-3-carbonitrile C(C1=CC=CC=C1)N(C1(C(OC1)C)C#N)CC1=CC=CC=C1